tert-butyl 6-[[4-[1-(trifluoromethyl) cyclopropyl] pyrazol-1-yl] methyl]-2-azaspiro[3.3]heptane-2-carboxylate FC(C1(CC1)C=1C=NN(C1)CC1CC2(CN(C2)C(=O)OC(C)(C)C)C1)(F)F